1-((1S,4aS,4bR,6aS,8R,10aS,10bR,12aS)-8-hydroxy-8-methyloctadecahydrochrysen-1-yl)-2-(5-methyl-2H-tetrazol-2-yl)ethanone O[C@]1(C[C@@H]2CC[C@H]3[C@@H]4CCC[C@@H]([C@H]4CC[C@@H]3[C@H]2CC1)C(CN1N=C(N=N1)C)=O)C